2-[3-{2-(6-hydroxybenzo[1,3]dioxol-5-yl)-2H-benzotriazole-5-yl}propanoyloxy]ethyl methacrylate C(C(=C)C)(=O)OCCOC(CCC1=CC=2C(=NN(N2)C2=CC3=C(OCO3)C=C2O)C=C1)=O